2-(7-chloro-imidazo[1,5-a]pyridin-1-yl)-2-methyl-propanamide ClC1=CC=2N(C=C1)C=NC2C(C(=O)N)(C)C